2-amino-N-(3-(1H-imidazol-1-yl)benzyl)-3-methyl-N-((5-(trifluoromethyl)-2-pyridinyl)methyl)-6-quinolinecarboxamide NC1=NC2=CC=C(C=C2C=C1C)C(=O)N(CC1=NC=C(C=C1)C(F)(F)F)CC1=CC(=CC=C1)N1C=NC=C1